[C@@H]12[C@H](C[C@H](CC1)C2)NC2=NC=CC(=N2)C2=CC=1C(N=C2)=NN(C1C(C)C)C N-((1R,2S,4R)-bicyclo[2.2.1]heptan-2-yl)-4-(3-isopropyl-2-methyl-2H-pyrazolo[3,4-b]pyridin-5-yl)pyrimidin-2-amine